C(=C)[C@]1([C@H]([C@H]([C@@H](O1)N1C=NC=2C(=O)NC(N)=NC12)O)O)CO 4'-Vinylguanosin